2-(3-([1,1'-biphenyl]-3-yl)-5-hydroxy-4-(4-sulfamoylbenzyl)-1H-pyrazol-1-yl)thiazole-4-carboxamide C1(=CC(=CC=C1)C1=NN(C(=C1CC1=CC=C(C=C1)S(N)(=O)=O)O)C=1SC=C(N1)C(=O)N)C1=CC=CC=C1